N1=CN=C(C=C1)NC1=CC=C2N(C1=O)C1(CNCCC1)NC2=O 6-(pyrimidin-4-ylamino)-1H-spiro[imidazo[1,5-a]pyridine-3,3'-piperidine]-1,5(2H)-dione